BrC=1C(=NC=2N(C1N)N=CC2Cl)C(F)F 6-bromo-3-chloro-5-(difluoromethyl)pyrazolo[1,5-a]pyrimidin-7-amine